ClC1=CC=C(N=N1)NC[C@@](C(F)(F)F)(O)C (S)-3-((6-Chloropyridazin-3-yl)amino)-1,1,1-trifluoro-2-methylpropan-2-ol